O=C1NC=2C(=NC(=CC2)N2CCNCC2)N1 4-(2-oxo-2,3-dihydro-1H-imidazo[4,5-b]pyridin-5-yl)piperazine